6-propionyl-2-(N,N-dimethylamino)naphthalene tert-butyl-(2-bromo-4,5,6,7-tetrahydrobenzo[d]thiazol-6-yl)(methyl)carbamate C(C)(C)(C)OC(N(C)C1CC2=C(N=C(S2)Br)CC1)=O.C(CC)(=O)C=1C=C2C=CC(=CC2=CC1)N(C)C